N-(3-((4-((R)-(3-Fluorophenyl)(hydroxy)methyl)-7-azabicyclo-[2.2.1]heptan-1-yl)methyl)phenyl)methanesulfonamide FC=1C=C(C=CC1)[C@H](C12CCC(CC1)(N2)CC=2C=C(C=CC2)NS(=O)(=O)C)O